C1NC=CC=N1 dihydropyrimidine